CN1C(CCC1)CNC(=O)C1CCNCC1 N-((1-methylpyrrolidin-2-yl)methyl)piperidine-4-carboxamide